(S)-4-(3-chloro-5-(trifluoromethyl)pyrazine-2-yl)-3-(hydroxymethyl)piperazine-1-carboxylic acid tert-butyl ester C(C)(C)(C)OC(=O)N1C[C@H](N(CC1)C1=NC=C(N=C1Cl)C(F)(F)F)CO